COC(=O)[C@]1(C(C2=CC=C(C=C2C1)Cl)=O)O |o1:4| (S) or (R)-5-chloro-2,3-dihydro-2-hydroxy-1-oxo-1H-indene-2-carboxylic acid methyl ester